C(CC=C)C1=CC=C(C=C1)S(=O)(=O)Cl 4-(3-buten-1-yl)benzenesulfonyl chloride